N-(3-fluoro-4-(2-hydroxyethyl)-8-oxo-5,6,7,8-tetrahydronaphthalen-1-yl)acetamide FC=1C=C(C=2C(CCCC2C1CCO)=O)NC(C)=O